ClC1=C(C=CC(=C1)Cl)C=1NC(=C(N1)C1=CC=CC=C1)C 2-(2,4-dichlorophenyl)-5-methyl-4-phenyl-1H-imidazole